C1=CC=CC=2C3=CC=CC=C3C3(C12)C1CC2CC(CC3C2)C1 SPIRO(ADAMANTANE-2,9'-FLUORENE)